N=1NN=NC1C=1C=C2C(=CC=NC2=CC1)N1C(C=2N(C=3C(=C(C=CC3C2CCCOC2=CC(=C(C(=C2)C)Cl)C)Cl)C=2C(=NN(C2C)C)C)[C@@H](C1)C)=O (R)-(6-(2H-Tetrazol-5-yl)quinolin-4-yl)-7-chloro-10-(3-(4-chloro-3,5-dimethylphenoxy)propyl)-4-methyl-6-(1,3,5-trimethyl-1H-pyrazol-4-yl)-3,4-dihydropyrazino[1,2-a]indol-1(2H)-one